COC(C(C)NC(CCCCCCCCCCCCCCC(=O)NC(C(=O)[O-])C)=O)=O methyl-2,2'-hexadecanediamidodipropionate